1,3-Di((methylphenyl)hydroxymethyl)benzene CC1=C(C=CC=C1)C(C1=CC(=CC=C1)C(O)C1=C(C=CC=C1)C)O